[C@H]12CN(C[C@H](CC1)N2)C2=NC(=NC1=C(C(=C(C=C21)F)C2=NC(=NC1=CC=CC(=C21)Cl)N)F)OC[C@]21CCCN1C[C@@H](C2)F 4-(4-((1R,5S)-3,8-diazabicyclo[3.2.1]octan-3-yl)-6,8-difluoro-2-(((2R,7aS)-2-fluorotetrahydro-1H-pyrrolizin-7a(5H)-yl)methoxy)quinazolin-7-yl)-5-chloroquinazolin-2-amine